methyl 6-(2-oxa-7-azaspiro[3.5]nonan-7-yl)quinoline-4-carboxylate C1OCC12CCN(CC2)C=2C=C1C(=CC=NC1=CC2)C(=O)OC